N[C@H](C(=O)OC)CC1=CC=C(C=C1)OCC1=CC=CC=C1 methyl (2S)-2-amino-3-[4-(benzyloxy)phenyl]propanoate